C(CCC)C(=C)CCCCC(CCCC)C 2-butyl-7-methyl-1-undecene